BrC=1C2=CN(N=C2C(=CC1)OC1COCC1)C 4-bromo-2-methyl-7-((tetrahydrofuran-3-yl)oxy)-2H-indazole